(2-(pyrrolidin-1-yl)ethyl)amine N1(CCCC1)CCN